2-(4-(4-ethylphenyl)-1H-1,2,3-triazol-1-yl)-1-(4-methoxyphenyl)ethan-1-one C(C)C1=CC=C(C=C1)C=1N=NN(C1)CC(=O)C1=CC=C(C=C1)OC